CN(C1CCOCC1)C1=CC=C(C=C1)C1=CC2=C(CC3=C2NN=C3C3=CC=C2C=NN(C2=C3)C)S1 N-methyl-N-(4-(3-(1-methyl-1H-indazol-6-yl)-1,4-dihydrothieno[2',3':4,5]cyclopenta[1,2-c]pyrazol-6-yl)phenyl)tetrahydro-2H-pyran-4-amine